CC(C#N)(C)N1N=CC2=C(C=CC=C12)NC1=NC=C(C(=N1)NC)C(F)(F)F 2-methyl-2-(4-((4-(methylamino)-5-(trifluoromethyl)pyrimidin-2-yl)amino)-1H-indazol-1-yl)propanenitrile